3-(3-(4-amino-2-fluorophenyl)-5-phenyl-3H-imidazo[4,5-b]pyridin-2-yl)pyridin-2-amine NC1=CC(=C(C=C1)N1C(=NC=2C1=NC(=CC2)C2=CC=CC=C2)C=2C(=NC=CC2)N)F